3-(5-(difluoromethyl)-1,3,4-thiadiazol-2-yl)-8-(4-(dimethylphosphoryl)piperidin-1-yl)-N-(1-methylcyclopropyl)imidazo[1,2-a]pyridine-6-sulfonamide FC(C1=NN=C(S1)C1=CN=C2N1C=C(C=C2N2CCC(CC2)P(=O)(C)C)S(=O)(=O)NC2(CC2)C)F